2-amino-6-borono-2-(3-(ethyl-(tetrahydro-2H-pyran-4-yl)amino)propyl)hexanoic acid NC(C(=O)O)(CCCCB(O)O)CCCN(C1CCOCC1)CC